[Cu].[In].[Mo].[Ni].[Co].OCCN1NN(CC(C1)CCO)CCO hexahydro-1,3,5-tris-(2-hydroxyethyl)triazine cobalt-nickel-molybdenum-indium-copper